C(C)(=O)C=1C(=CC2=C(OCCO2)C1)NC(CN1CCN(CC1)C(C)=O)=O N-(7-acetyl-2,3-dihydrobenzo[b][1,4]dioxin-6-yl)-2-(4-acetylpiperazin-1-yl)acetamide